C(C)(C)(C)OC(NC1=C(N=C(S1)C1CCC2(OCCO2)CC1)I)=O (4-iodo-2-(1,4-dioxaspiro[4.5]dec-8-yl)thiazol-5-yl)carbamic acid tert-butyl ester